N1N=C(C=2C=NC=CC21)C2=CC=C1CCCNC1=C2 7-{1H-pyrazolo[4,3-c]pyridin-3-yl}-1,2,3,4-tetrahydroquinoline